CN1CC=2N(CC1)C(=C(C2C#N)C2=CC=C(C=C2)OC2=NC(=CC=C2)C)C2=CC=C(C=C2)[N+](=O)[O-] 2-methyl-7-(4-((6-methylpyridin-2-yl)oxy)phenyl)-6-(4-nitrophenyl)-1,2,3,4-tetrahydropyrrolo[1,2-a]pyrazine-8-carbonitrile